NC=1C=C(C=CC1)P(C1=CC(=CC(=C1)C(F)(F)F)C(F)(F)F)(C1=CC(=CC=C1)N)=O bis(3-aminophenyl)3,5-bis(trifluoromethyl)phenyl-phosphine oxide